2-iodo-propane IC(C)C